(S)-2-amino-N-(1-oxoisoindol-5-yl)-3-phenylpropanamide N[C@H](C(=O)NC=1C=C2C=NC(C2=CC1)=O)CC1=CC=CC=C1